(S)-3-(5-((2-chloro-6-ethylbenzyl)oxy)-2,3-dihydrospiro[indene-1,2'-morpholin]-4'-yl)propanoic acid hydrochloride Cl.ClC1=C(COC=2C=C3CC[C@@]4(CN(CCO4)CCC(=O)O)C3=CC2)C(=CC=C1)CC